CC1=C(C=2N(C=C1C=1NC3=CC=C(C=C3C1C(C)C)C1CC3C(CN(C3)CC(=O)N)C1)N=CN2)C 2-(5-(2-(7,8-Dimethyl-[1,2,4]triazolo[1,5-a]pyridin-6-yl)-3-isopropyl-1H-indol-5-yl)hexahydrocyclopenta[c]pyrrol-2(1H)-yl)acetamid